CC1CCN(CC1)C1=C(C=CC=C1)NS(=O)(=O)C1=CC(=CC=C1)S(=O)(=O)C N-(2-(4-methylpiperidin-1-yl)phenyl)-3-(methylsulfonyl)benzenesulfonamide